tert-butyl 4-[8-({8-fluoro-2-methylimidazo[1,2-a]pyridin-6-yl} carbamoyl)-2-methylquinolin-5-yl]piperazine-1-carboxylate FC=1C=2N(C=C(C1)NC(=O)C=1C=CC(=C3C=CC(=NC13)C)N1CCN(CC1)C(=O)OC(C)(C)C)C=C(N2)C